5-fluoro-N-(5-hydroxy-3,4,6-trimethylpyridin-2-yl)-1H-indole-2-carboxamide FC=1C=C2C=C(NC2=CC1)C(=O)NC1=NC(=C(C(=C1C)C)O)C